C(C)(C)(C)OC(CC)=O propionic acid tert-butyl ester